[K+].ClC1=NC(=CC(=N1)C(=O)[O-])C1=CC=C(C=C1)C(F)(F)F 2-chloro-6-(4-trifluoromethylphenyl)pyrimidine-4-carboxylic acid potassium salt